BrC=1C=CC2=C(C1)C(OC1=CN=CC=C12)[2H] 8-bromo-6H-isochromeno[3,4-c]pyridine-6-d